COC=1C=C(C(=C(C1O)O)C)C1=NC2=C(N1C1CCOCC1)C=CC=C2 6-methoxy-3-methyl-4-(1-(tetrahydro-2H-pyran-4-yl)-1H-benzo[d]imidazol-2-yl)benzene-1,2-diol